O1[C@@H](COCC1)CO (R)-(1,4-dioxan-2-yl)methanol